6-iodo-3-methyl-2-oxo-2,3-dihydro-1H-benzene IC1=CCC(C(C1)=O)C